2-Hydroxy-5-(4-methylenecyclohexyl)benzaldehyde OC1=C(C=O)C=C(C=C1)C1CCC(CC1)=C